CN1N=CC(=C1)C=1C=C(C=CC1)C=O [3-(1-methyl-1H-pyrazol-4-yl)phenyl]methanone